dichloro-di-tert-butyl-(4-dimethylaminophenyl)phosphine palladium (II) [Pd+2].ClC(C(C)(C)P(C1=CC=C(C=C1)N(C)C)C(C)(C)C)Cl